N-(2-((tert-butyldimethylsilyl)oxy)ethyl)-7-(7-fluoro-3-(methoxymethoxy)-8-((triisopropylsilyl)ethynyl)naphthalen-1-yl)-5-methoxy-2-(methylthio)pyrido[4,3-d]pyrimidin-4-amine [Si](C)(C)(C(C)(C)C)OCCNC=1C2=C(N=C(N1)SC)C=C(N=C2OC)C2=CC(=CC1=CC=C(C(=C21)C#C[Si](C(C)C)(C(C)C)C(C)C)F)OCOC